[C@@H]1(C[C@H](O)[C@@H](CO)O1)C1=CNC(=O)NC1=O 2'-deoxypseudouridine